tri-(2,2-di-tert-butylphenyl) phosphite P(OC1C(C=CC=C1)(C(C)(C)C)C(C)(C)C)(OC1C(C=CC=C1)(C(C)(C)C)C(C)(C)C)OC1C(C=CC=C1)(C(C)(C)C)C(C)(C)C